(R)-4-hydroxy-5-(hydroxymethyl)-3-(1-oxohexadecyl)-2(5H)-furanone OC1=C(C(O[C@@H]1CO)=O)C(CCCCCCCCCCCCCCC)=O